tertbutoxyacetic acid C(C)(C)(C)OCC(=O)O